((R)-4-(azetidin-1-yl)-2,5-dimethyl-5,7-dihydro-6H-pyrrolo[3,4-d]pyrimidin-6-yl)((R)-1-(2-(difluoromethoxy)pyridin-4-yl)pyrrolidin-3-yl)methanone fumarate C(\C=C\C(=O)O)(=O)O.N1(CCC1)C=1C2=C(N=C(N1)C)CN([C@@H]2C)C(=O)[C@H]2CN(CC2)C2=CC(=NC=C2)OC(F)F